CC1=CC=C(C=C1)NC1(CCC1)C#N 1-(4-methylphenyl)aminocyclobutanecarbonitrile